1,2-di-(3-methylphenoxy)ethane tert-butyl-6-((6-(trifluoromethyl)pyridin-3-yl)oxy)-2-azaspiro[3.3]heptane-2-carboxylate C(C)(C)(C)OC(=O)N1CC2(C1)CC(C2)OC=2C=NC(=CC2)C(F)(F)F.CC=2C=C(OCCOC1=CC(=CC=C1)C)C=CC2